1,2-diethoxy-benzene C(C)OC1=C(C=CC=C1)OCC